2-(2-((3R,4R)-3-amino-4-fluoropiperidin-1-yl)-5,6-difluoro-1H-benzo[d]imidazol-1-yl)-1-(4-(methylsulfonyl)piperazin-1-yl)ethanone N[C@@H]1CN(CC[C@H]1F)C1=NC2=C(N1CC(=O)N1CCN(CC1)S(=O)(=O)C)C=C(C(=C2)F)F